6-(4-(4-(pyridin-3-yl)benzyl)-4H-thieno[3,2-b]pyrrole-3-carboxamido)spiro[3.3]heptane N1=CC(=CC=C1)C1=CC=C(CN2C3=C(C=C2)SC=C3C(=O)NC3CC2(CCC2)C3)C=C1